C1(=CC=CC=C1)[Ga] phenylgallium